C(C1=CC=CC=C1)OC1=CC=C(C=C1)OC p-methoxyphenyl benzyl ether